CC(=O)OC[C@@H]1[C@H]([C@H]([C@@H](O1)OC(=O)C)OC(=O)C)OC(=O)C tetra-O-acetyl-β-D-ribofuranose